FC(C1=C(C=CC=C1)C1CCN(CC1)C(=O)C1=NNC=2CN(CCC21)C(C)=O)(F)F 1-(3-(4-(2-(trifluoromethyl)phenyl)piperidine-1-carbonyl)-1,4,5,7-tetrahydro-6H-pyrazolo[3,4-c]pyridin-6-yl)ethan-1-one